tert-butyl (5S)-5-((benzoyloxy)methyl)-3-methyl-2-oxopyrrolidine-1-carboxylate C(C1=CC=CC=C1)(=O)OC[C@@H]1CC(C(N1C(=O)OC(C)(C)C)=O)C